N1-(5-chloro-4-(5-(cyclopropylmethyl)-1-methyl-1H-pyrazol-4-yl)pyrimidin-2-yl)cyclohexane-1,4-diamine ClC=1C(=NC(=NC1)NC1CCC(CC1)N)C=1C=NN(C1CC1CC1)C